FC(C(=O)N1CC2=CC(=C(C=C2C1)F)NC1=NC=C(C(=N1)[Sn](C)(C)C)C(F)(F)F)(F)F 2,2,2-trifluoro-1-(5-fluoro-6-((5-(trifluoromethyl)-4-(trimethylstannyl)pyrimidin-2-yl)amino)isoindolin-2-yl)ethan-1-one